Methyl palmitate (methyl hexadecanoate) CC(C(=O)O)CCCCCCCCCCCCCC.C(CCCCCCCCCCCCCCC)(=O)OC